tert-Butyl (4S)-4-[5-(2-tert-butyl-5-fluoro-1-methyl-pyrrolo[2,3-b]pyridin-6-yl)-1-isopropoxy-5-oxo-pentyl]-2,2-dimethyl-oxazolidine-3-carboxylate C(C)(C)(C)C1=CC=2C(=NC(=C(C2)F)C(CCCC(OC(C)C)[C@H]2N(C(OC2)(C)C)C(=O)OC(C)(C)C)=O)N1C